FC=1C=C(C=CC1)C#CC=1C(=C2CCC(C2=CC1)N1CC(C1)(O)C)C 1-[5-[2-(3-fluorophenyl)ethynyl]-4-methyl-indan-1-yl]-3-methyl-azetidin-3-ol